NC=1C(=NC(=CN1)Br)OCC1=CC(=NC=C1)NC(OC(C)(C)C)=O tert-butyl 4-((3-amino-6-bromopyrazin-2-yloxy)methyl)pyridin-2-ylcarbamate